C1=CC=C(C(=C1)C(=O)NCC(=O)[O-])I.[Na+] The molecule is an organic sodium salt resulting from the formal reaction of equimolar amounts of 2-iodohippuric acid and sodium. It has been used as a contrast agent in urography. Isotopologues labelled with radioactive iodine were formerly used for determination of effective renal plasma flow. It has also been used labelled with radioactive iodine (iodine-125 or iodine-131) in tests of renal function and in renal imaging. It has a role as a radioopaque medium. It contains a 2-iodohippurate.